1-ethyl-5-fluoro-4-[(2S)-3-hydroxy-2-methyl-propyl]pyridin-2-one C(C)N1C(C=C(C(=C1)F)C[C@@H](CO)C)=O